eicosa-5,8,11-trienoic acid C(CCCC=CCC=CCC=CCCCCCCCC)(=O)O